3-((1r,3r,5s,7r)-3,5-dimethyladamantan-1-yl)urea C[C@]12CC3(CC(C[C@@](C1)(C3)C)C2)NC(N)=O